Methyl (S)-2-((tert-butoxycarbonyl)amino)-3,3-dicyclopropylpropanoate C(C)(C)(C)OC(=O)N[C@H](C(=O)OC)C(C1CC1)C1CC1